2-(2-ethoxyeth-oxy)ethanol C(C)OCCOCCO